1-phenyl-1H-pyrrole C1(=CC=CC=C1)N1C=CC=C1